5-(1-isopropyl-2-methyl-1H-imidazo[4,5-b]pyridin-6-yl)-N-((1-methylcyclopropyl)methyl)-7H-pyrrolo[2,3-d]pyrimidin-2-amine C(C)(C)N1C(=NC2=NC=C(C=C21)C2=CNC=1N=C(N=CC12)NCC1(CC1)C)C